C1(=CC=C(C=C1)[C@@]1(CC[C@@]2([C@H]3CC[C@@]4([C@H](CC[C@H]4[C@@H]3CC[C@@H]2C1)[C@@H](CCC(=O)NS(=O)(=O)CC1=CC=CC=C1)C)C)C)O)C1=CC=CC=C1 (R)-4-((3S,5R,8R,9S,10S,13R,14S,17R)-3-([1,1'-biphenyl]-4-yl)-3-hydroxy-10,13-dimethylhexadecahydro-1H-cyclopenta[a]phenanthren-17-yl)-N-(benzylsulfonyl)pentanamide